5-[[4-[[(2-aminoacetyl)amino]methyl]-3-fluoro-phenyl]sulfonylamino]thiazole-4-carboxylic acid trifluoroacetate FC(C(=O)O)(F)F.NCC(=O)NCC1=C(C=C(C=C1)S(=O)(=O)NC1=C(N=CS1)C(=O)O)F